4-((2-methoxy-3-(1-methyl-1H-1,2,4-triazol-3-yl)phenyl)amino)-6-methyl-2-(pyridin-2-ylamino)-6,7-dihydro-5H-pyrrolo[3,4-b]pyridin-5-one COC1=C(C=CC=C1C1=NN(C=N1)C)NC1=C2C(=NC(=C1)NC1=NC=CC=C1)CN(C2=O)C